C(C1=CC(O)=C(O)C(O)=C1)(=O)O[C@H]1[C@H](OC(C2=CC(O)=C(O)C(O)=C2)=O)[C@@H](O)[C@H](OC(C2=CC(O)=C(O)C(O)=C2)=O)[C@H](O1)COC(C1=CC(O)=C(O)C(O)=C1)=O 1,2,4,6-tetra-O-galloyl-beta-D-glucose